4,6,11,20,23,29-hexaazatriacontane-1,3,7,24-tetracarboxylic acid C(CC(NCNC(CCCNCCCCCCCCNCCNC(CCCCNC)C(=O)O)C(=O)O)C(=O)O)C(=O)O